(2S,3R)-2-amino-1-(3-((5-fluoropyridin-2-yl)amino)-8,8-dimethyl-2-(3,4,5-trifluorophenyl)-5,6-dihydroimidazo[1,2-a]pyrazin-7(8H)-yl)-3-hydroxybutan-1-one N[C@H](C(=O)N1C(C=2N(CC1)C(=C(N2)C2=CC(=C(C(=C2)F)F)F)NC2=NC=C(C=C2)F)(C)C)[C@@H](C)O